1-(3-(1-(2-((2-(2,6-dioxopiperidin-3-yl)-1,3-dioxoisoindolin-5-yl)oxy)acetyl)piperidin-4-yl)propyl)-N4-(2-(((S)-2-methylpyrrolidin-1-yl)methyl)-1H-benzo[d]imidazol-5-yl)terephthalamide O=C1NC(CCC1N1C(C2=CC=C(C=C2C1=O)OCC(=O)N1CCC(CC1)CCCC1(C(=O)N)CC=C(C(=O)NC2=CC3=C(NC(=N3)CN3[C@H](CCC3)C)C=C2)C=C1)=O)=O